S1C=C(C=C1)C1=CC=2N(C=C1)C=CN2 7-(Thiophen-3-yl)imidazo[1,2-a]pyridine